1,3-bis(4-dodecyl-2-iodo-6-methylphenoxy)propane C(CCCCCCCCCCC)C1=CC(=C(OCCCOC2=C(C=C(C=C2C)CCCCCCCCCCCC)I)C(=C1)C)I